C1(=CC=C(C=C1)COC1CC(C(C1CCC=CCCC(=O)O)N1CCOCC1)=O)C1=CC=CC=C1 (+)-7-[5-[[(1,1'-biphenyl)-4-yl]-methoxy]-2-(4-morpholinyl)-3-oxocyclopentyl]-4-heptenoic acid